C[S+]([N+](=O)[O-])C dimethylnitrosulfonium